2-((3S,4S)-3-Hydroxy-4-((R)-5H-imidazo[5,1-a]isoindol-5-yl)piperidin-1-yl)acetonitril O[C@@H]1CN(CC[C@H]1[C@H]1N2C(C3=CC=CC=C13)=CN=C2)CC#N